Cl.FC1(O[C@H]([C@H](NC1)CNC1=NC=C(N=C1)C(F)(F)F)C)F N-(((2S,3R)-6,6-difluoro-2-methylmorpholin-3-yl)methyl)-5-(trifluoromethyl)pyrazin-2-amine hydrochloride